4-(6-((6-acetyl-8-cyclopentyl-5-methyl-7-oxo-7,8-dihydropyrido[2,3-d]-pyrimidin-2-yl)amino)pyridin-3-yl)-N,N-dimethylpiperazine-1-sulfonamide C(C)(=O)C1=C(C2=C(N=C(N=C2)NC2=CC=C(C=N2)N2CCN(CC2)S(=O)(=O)N(C)C)N(C1=O)C1CCCC1)C